2-(5-(cyclopropylmethyl)-3-(3-((2,5-dimethylthiophen-3-yl)ethynyl)phenyl)-4-(3-fluoro-4-sulfamoylbenzyl)-1H-pyrazol-1-yl)thiazole-4-carboxylic acid C1(CC1)CC1=C(C(=NN1C=1SC=C(N1)C(=O)O)C1=CC(=CC=C1)C#CC1=C(SC(=C1)C)C)CC1=CC(=C(C=C1)S(N)(=O)=O)F